3-(2-Methyl-2H-indazol-4-yl)propanoic acid CN1N=C2C=CC=C(C2=C1)CCC(=O)O